4-bromo-5-((1-(tert.-Butoxycarbonyl)piperidin-4-yl)oxy)-2-nitrobenzoic acid BrC1=CC(=C(C(=O)O)C=C1OC1CCN(CC1)C(=O)OC(C)(C)C)[N+](=O)[O-]